Fluorochloropropene CC=C(F)Cl